2-(4-chloro-6-oxo-pyridazin-1-yl)-N-[4-methyl-3-[2-(4-sulfamoylphenyl)ethylsulfamoyl]phenyl]acetamide ClC=1C=NN(C(C1)=O)CC(=O)NC1=CC(=C(C=C1)C)S(NCCC1=CC=C(C=C1)S(N)(=O)=O)(=O)=O